FC(C)(C)C=1N(C=CN1)CC1=CC=C(C=C1)C=1N=C(SC1S(=O)(=O)NC(OCCCC)=O)CC(C)C Butyl ((4-(4-((2-(2-fluoropropan-2-yl)-1H-imidazol-1-yl)methyl)phenyl)-2-isobutylthiazol-5-yl)sulfonyl)carbamate